(S)-(1-amino-3-methoxypropan-2-yl)sulfonamide NC[C@@H](COC)S(=O)(=O)N